N[C@H]1CN(CCC1)C(=O)C=1C=C2OCCN3C(=NC(C1)=C32)C=3N(C2=CC(=CC=C2C3)F)CC3=CC=C(C=C3)OC (R)-(3-aminopiperidin-1-yl)(2-(6-fluoro-1-(4-methoxybenzyl)-1H-indol-2-yl)-3,4-dihydro-5-oxa-1,2a-diazaacenaphthylen-7-yl)methanone